C(CCCCCCCCCCCCCCCCCCC)OC(C(=C)Cl)=O icosyl-α-chloroacrylate